C(C1=CC=CC=C1)C1=C(SC=2N3C(COCC21)=NN=C3C)C#CC=3C=NN(C3)CCCCNC3=C2C(N(C(C2=CC=C3)=O)C3C(NC(CC3)=O)=O)=O 4-((4-(4-((3-benzyl-9-methyl-4H,6H-thieno[2,3-e][1,2,4]triazolo[3,4-c][1,4]oxazepin-2-yl)ethynyl)-1H-pyrazol-1-yl)butyl)amino)-2-(2,6-dioxopiperidin-3-yl)isoindoline-1,3-dione